BrC=1C=C(CNC2=NC=NC3=CC(=C(C=C23)OC2CCN(CC2)C(C=C)=O)OC)C=CC1 1-(4-((4-((3-bromobenzyl)amino)-7-methoxyquinazolin-6-yl)oxy)piperidin-1-yl)prop-2-en-1-one